ClC=1C(NN=CC1N1CC=2N(CC1)C(=CN2)NC2=C(C=C(C=C2)F)C(F)(F)F)=O 4-chloro-5-(3-((4-fluoro-2-(trifluoromethyl)phenyl)amino)-5,6-dihydroimidazo[1,2-a]pyrazin-7(8H)-yl)pyridazin-3(2H)-one